(4-bromophenyl)(3-(trifluoromethyl)azetidin-1-yl)methanone BrC1=CC=C(C=C1)C(=O)N1CC(C1)C(F)(F)F